(R)-4-(3-(hexylcarbamoyl)-4-octanoylpiperazine-1-carbonyl)benzoic acid C(CCCCC)NC(=O)[C@H]1CN(CCN1C(CCCCCCC)=O)C(=O)C1=CC=C(C(=O)O)C=C1